(S)-N-methyl-N-phenethylpiperidin-3-amine CN([C@@H]1CNCCC1)CCC1=CC=CC=C1